(1S,2S)-2-fluoro-N-[3-(5-fluoro-2-methoxypyridin-3-yl)-1-[[2-(trimethylsilyl)ethoxy]methyl]pyrrolo[2,3-b]pyridin-6-yl]cyclopropane-1-carboxamide F[C@@H]1[C@@H](C1)C(=O)NC1=CC=C2C(=N1)N(C=C2C=2C(=NC=C(C2)F)OC)COCC[Si](C)(C)C